11-((Cyclohexyloxy)methyl)-3-(2,4-dimethoxybenzyl)-8,8-dimethyl-7,10-dihydro-8H-pyrano[3'',4'':5',6']pyrido[3',2':4,5]thieno[3,2-d]pyrimidin-4(3H)-one C1(CCCCC1)OCC1=C2C(=NC3=C1C=1N=CN(C(C1S3)=O)CC3=C(C=C(C=C3)OC)OC)CC(OC2)(C)C